ClC1=CC(=C2C(=N1)N(N=C2)[C@@H]2O[C@@H]([C@H]([C@H]2O)O)CO)N[C@@H](C)C2=C(C=C(C=C2)S(F)(F)(F)(F)F)F (2R,3R,4S,5R)-2-(6-chloro-4-(((S)-1-(2-fluoro-4-(pentafluoro-λ6-sulfanyl)phenyl)ethyl)amino)-1H-pyrazolo[3,4-b]pyridin-1-yl)-5-(hydroxymethyl)tetrahydrofuran-3,4-diol